C(C)(=O)ON=C(C)C=1C=CC=2N(C3=CC=C(C=C3C2C1)C(C1=C(C=CC=C1)C)=O)CC 1-[9-Ethyl-6-(2-Methylbenzoyl)-9H-CarbaZol-3-yl]-ethanone-1-(O-acetyloxime)